2,6-dimethylphenylphosphate CC1=C(C(=CC=C1)C)OP(=O)([O-])[O-]